2-(((S)-1-methylpyrrolidin-2-yl)methoxy)-1,8-naphthyridine CN1[C@@H](CCC1)COC1=NC2=NC=CC=C2C=C1